O=C(C(N1C=CC=2C=CC=NC2C1=O)NC=O)C1=CC=C(C=C1)C(F)(F)F N-(2-oxo-1-(8-oxo-1,7-naphthyridin-7(8H)-yl)-2-(4-(trifluoromethyl)phenyl)ethyl)formamide